N=1N(N=NC1)CC=1C(=C(C(=C2C=NNC12)C=1C=CC=2N(C1)C=C(N2)NC(=O)[C@H]2[C@H](C2)F)Cl)F (1S,2S)-N-(6-(7-((2H-tetrazol-2-yl)methyl)-5-chloro-6-fluoro-1H-indazol-4-yl)imidazo[1,2-a]pyridin-2-yl)-2-fluorocyclopropane-1-carboxamide